COCC=1C=C(C=CC1)B(O)O (3-(methoxymethyl)phenyl)boronic acid